C1(=CC=CC=C1)C1=NC(=NC=C1)C1=NC=CC=N1 phenylbipyrimidine